(dimethylphenyl)cyclopentylquinoline CC=1C(=C(C=CC1)C=1C(=NC2=CC=CC=C2C1)C1CCCC1)C